1-(3-(3-(thiophen-3-ylethynyl)-1H-pyrazolo[3,4-b]pyridin-1-yl)azetidin-1-yl)prop-2-en-1-one S1C=C(C=C1)C#CC1=NN(C2=NC=CC=C21)C2CN(C2)C(C=C)=O